NC1=C(C(=O)O)C=C(C(=C1I)C=1SC=C(N1)C(F)(F)F)C(F)(F)F 2-amino-3-iodo-5-(trifluoromethyl)-4-(4-(trifluoromethyl)thiazol-2-yl)benzoic acid